N-bromosuccinimide iodide [I-].BrN1C(CCC1=O)=O